Dihydroxyglyoxime OC(C(=NO)O)=NO